BrC1=CC=C(C=C1)NC(=O)N1CCC(CC1)C1CCNCC1 N-(4-bromophenyl)-[4,4'-bipiperidine]-1-carboxamide